ClC1=NC(=CC(=N1)Cl)C(C)(F)F 2,4-dichloro-6-(1,1-difluoroethyl)pyrimidine